2-methyl-9,12-dioxa-6-aza-2-silapentadecane-15-oic acid methyl ester COC(CCOCCOCCNCCC[SiH](C)C)=O